CON(C(CCCC(=O)OC(C)(C)C)=O)C tert-butyl 5-(methoxy (methyl) amino)-5-oxopentanoate